(+/-)-5,7-difluorochromane FC1=C2CCCOC2=CC(=C1)F